(E)-1-((6-chloropyridin-3-yl)methyl)-2-((E)-1-nitro-3-(m-methylphenyl)allylidene)hexahydropyrimidine ClC1=CC=C(C=N1)CN1/C(/NCCC1)=C(\C=C\C1=CC(=CC=C1)C)/[N+](=O)[O-]